OC[C@H]1O[C@H]([C@H]2[C@@H]1OC(O2)(C)C)N2N=C(N=C2)C(=O)N 1-[(3aR,4R,6R,6aR)-6-(hydroxymethyl)-2,2-dimethyl-3a,4,6,6a-tetrahydro-furo[3,4-d][1,3]dioxol-4-yl]-1,2,4-triazole-3-carboxamide